4-((3-bromo-2-fluorophenyl)amino)-N-(6-((1,2,3,4-tetrahydroacridin-9-yl)amino)hexyl)quinazolin-7-carboxamide 2-((2-(acryloyloxy)ethyl)dimethylammonio)ethane-1-sulfonate C(C=C)(=O)OCC[N+](CCS(=O)(=O)[O-])(C)C.BrC=1C(=C(C=CC1)NC1=NC=NC2=CC(=CC=C12)C(=O)NCCCCCCNC=1C2=CC=CC=C2N=C2CCCCC12)F